COC1=CC=C(CN2C=NC(=C(C2=O)OC2=C(C=C(C#N)C=C2C=C)C)C(C(F)F)(F)F)C=C1 4-((1-(4-methoxybenzyl)-6-oxo-4-(1,1,2,2-tetrafluoroethyl)-1,6-dihydropyrimidin-5-yl)oxy)-3-methyl-5-vinylbenzonitrile